(1S,2S)-ethyl 2-(hydroxymethyl)cyclopropanecarboxylate OC[C@@H]1[C@H](C1)C(=O)OCC